[Cu+2].P(=O)([O-])([O-])[O-].[Zr+4].[Na+] sodium zirconium phosphate copper